tert-butyl 4-(4-chloro-2-((2-chloro-4-nitrophenyl)carbamoyl)phenoxy)piperidine-1-carboxylate ClC1=CC(=C(OC2CCN(CC2)C(=O)OC(C)(C)C)C=C1)C(NC1=C(C=C(C=C1)[N+](=O)[O-])Cl)=O